(4-(2-methoxyphenyl)piperazin-1-yl)(4-((3-phenyl-1H-1,2,4-triazol-1-yl)sulfonyl)-phenyl)methanone COC1=C(C=CC=C1)N1CCN(CC1)C(=O)C1=CC=C(C=C1)S(=O)(=O)N1N=C(N=C1)C1=CC=CC=C1